N[C@@H](CC#N)C=1C=NC=C(C1)C=O (3S)-3-AMINO-3-(5-FORMYL(3-PYRIDYL))PROPANENITRILE